2-hydroxy-4-methoxybenzophenone hydrazone OC1=C(C(C2=CC=CC=C2)=NN)C=CC(=C1)OC